tert-butyl (3R,9aS)-3-hydroxy-3-(2-oxo-6-(trifluoromethyl)-1,2-dihydropyridin-3-yl)hexahydropyrazino[2,1-c][1,4]oxazine-8(1H)-carboxylate O[C@]1(CN2[C@H](CO1)CN(CC2)C(=O)OC(C)(C)C)C=2C(NC(=CC2)C(F)(F)F)=O